tert-butyl (6-amino-1-hydroxy-1,3-dihydrobenzo[c][1,2]oxaborol-4-yl)methylcarbamate NC=1C=C(C2=C(B(OC2)O)C1)CNC(OC(C)(C)C)=O